ClC1=C(C[N-]CC(C)C)C=C(C(=C1)F)N1C(N(C(N(C1=O)C)=S)C)=O 2-chloro-5-(3,5-dimethyl-2,6-dioxo-4-thioxo-1,3,5-triazin-1-yl)-4-fluoro-N-isobutylbenzylamide